1-(4-methoxybenzyl)piperidin COC1=CC=C(CN2CCCCC2)C=C1